rac-9-(2-amino-6-(2,2,2-trifluoro-1-(3-methyloxetan-3-yl)ethoxy)pyrimidin-4-yl)-1-(3,4-difluorophenyl)-1,9-diazaspiro[5.5]undecan-2-one NC1=NC(=CC(=N1)N1CCC2(CCCC(N2C2=CC(=C(C=C2)F)F)=O)CC1)O[C@@H](C(F)(F)F)C1(COC1)C |r|